2-(4-chloro-7-fluoro-6-(1-isopropyl-2-oxo-1,2-dihydropyridin-4-yl)-2H-indazol-2-yl)-2-(6,7-dihydro-5H-pyrrolo[1,2-c]imidazol-1-yl)acetic acid ethyl ester C(C)OC(C(C1=C2N(C=N1)CCC2)N2N=C1C(=C(C=C(C1=C2)Cl)C2=CC(N(C=C2)C(C)C)=O)F)=O